isobutyl 3-(1-((1-((2-chloro-2'-(methoxymethyl)-[1,1'-biphenyl]-4-yl)methyl)piperidin-4-yl)methyl)-1H-1,2,3-triazol-4-yl)-5-fluoro-1H-indole-2-carboxylate ClC1=C(C=CC(=C1)CN1CCC(CC1)CN1N=NC(=C1)C1=C(NC2=CC=C(C=C12)F)C(=O)OCC(C)C)C1=C(C=CC=C1)COC